2-[(benzhydryl)sulfinyl]acetamide C(C1=CC=CC=C1)(C1=CC=CC=C1)S(=O)CC(=O)N